C(CC1=CC=CC=C1)OC1=C(COC2=C(SC=C2)C(=O)NC=2C=NC=CC2)C=CC=C1 3-(2-(phenethoxy)benzyloxy)-N-(pyridin-3-yl)thiophene-2-carboxamide